C(C)OC=1C=C(C(=O)N)C=CC1NCC#CC=1N(C2=CC=CC(=C2C1)N[C@H]1[C@H](CN(CC1)C)F)CC(F)(F)F 3-ethoxy-4-[3-[4-[[(3S,4R)-3-fluoro-1-methyl-4-piperidyl]amino]-1-(2,2,2-trifluoroethyl)indol-2-yl]prop-2-ynylamino]benzamide